N-elaidyl-erucyl-oleylamide C(CCCCCCC\C=C\CCCCCCCC)[N-]CCCCCCCC\C=C/CCCCCCCCCCCCCCCCCCCC\C=C/CCCCCCCC